2-hydroxy-3-methylvaleric acid OC(C(=O)O)C(CC)C